ClC1=C(C(=O)N2COC3=C(C2)C=CC=C3C3=CC(=C(C(=O)O)C=C3F)N3CCOCC3)C=C(C(=C1)F)OC 4-[3-(2-Chloro-4-fluoro-5-methoxybenzoyl)-2,4-dihydro-1,3-benzoxazin-8-yl]-5-fluoro-2-morpholin-4-ylbenzoic acid